COC(C1=C(C=C(C(=C1)F)C1=CC=CC=2CN(COC21)C(C2=C(C=C(C=C2Cl)N2CC1(C2)CC(C1)O)Cl)=O)N1C2COCC1CC2)=O 4-[3-[2,6-dichloro-4-(6-hydroxy-2-azaspiro[3.3]heptan-2-yl)benzoyl]-2,4-dihydro-1,3-benzoxazin-8-yl]-5-fluoro-2-(3-oxa-8-azabicyclo[3.2.1]oct-8-yl)benzoic acid methyl ester